(4-(2-oxo-2,3-dihydro-1H-imidazo[4,5-b]pyridin-7-yl)-1H-pyrazole-1-carbonyl)pyrrolidine-3-carbonitrile O=C1NC=2C(=NC=CC2C=2C=NN(C2)C(=O)N2CC(CC2)C#N)N1